FC=1C(=C(C(=C(C1F)F)F)C1=C(C(=C(C(=C1F)F)F)F)F)B(C1=C(C(=CC(=C1F)F)F)F)C1=C(C(=CC(=C1F)F)F)F (perfluoro-[1,1'-biphenyl]-2-yl)bis-(2,3,5,6-tetra-fluorophenyl)borane